4',6-dichloro-4-(2-(4-hydroxyphenyl)propan-2-yl)-[1,1'-biphenyl]-2-carbonitrile ClC1=CC=C(C=C1)C=1C(=CC(=CC1Cl)C(C)(C)C1=CC=C(C=C1)O)C#N